N,N'-hexamethylenebis-12-hydroxystearamide CCCCCCC(CCCCCCCCCCC(=O)NCCCCCCNC(=O)CCCCCCCCCCC(CCCCCC)O)O